((1R,2R)-2-hydroxy-4,4-dimethyl-1,2,3,4-tetrahydronaphthalen-1-yl)-3-(5-methyl-6-(1-methyl-1H-pyrazol-4-yl)-2-(tetrahydro-2H-pyran-4-yl)pyridin-3-yl)urea O[C@H]1[C@@H](C2=CC=CC=C2C(C1)(C)C)NC(=O)NC=1C(=NC(=C(C1)C)C=1C=NN(C1)C)C1CCOCC1